lysine amphetaminedisulfonate N(C(C)CC1=CC=CC=C1)(S(=O)(=O)O)S(=O)(=O)O.N[C@@H](CCCCN)C(=O)O